N-{3-[6-(2-Cyclopropylethynyl)-5-(morpholin-4-yl)-pyridin-3-yl]-4-methylphenyl}-2-(trifluoromethyl)-pyridine-4-carboxamide C1(CC1)C#CC1=C(C=C(C=N1)C=1C=C(C=CC1C)NC(=O)C1=CC(=NC=C1)C(F)(F)F)N1CCOCC1